1-(3-phenyloxiranyl)-ethanone C1(=CC=CC=C1)C1C(O1)C(C)=O